C(C)(=O)OCC(C[C@H]1O[C@H](C([C@H]1OCC1=CC=CC=C1)=O)[C@@H]([C@H]1OC(C=CC1=O)CC=C)OC(C)=O)OC(C)=O 3-((2R,3S,5S)-5-((1R)-acetoxy((2R)-6-allyl-3-oxo-3,6-dihydro-2H-pyran-2-yl)methyl)-3-(benzyloxy)-4-oxotetrahydrofuran-2-yl)propane-1,2-diyl diacetate